C(C#C)NC(=O)N propargylurea